5-chloro-3-(2-(3-(2,6-dimethoxyphenyl)-4-oxothiazolidin-2-ylidene)hydrazono)-1H-indol-2-one ClC=1C=C2C(C(NC2=CC1)=O)=NN=C1SCC(N1C1=C(C=CC=C1OC)OC)=O